aluminum borohydride calcium aluminum fluoride [F-].[Al+3].[Ca+2].[BH4-].[Al+3]